5-(2-bromo-4-chloro-phenoxy)-2-methyl-thiazole BrC1=C(OC2=CN=C(S2)C)C=CC(=C1)Cl